N(=[N+]=[N-])C1=CC(=CN=N1)N 6-azidopyridazin-4-amine